(±)-tert-butyl (1S,5S,6R,7R)-7-((6-chloropyridazin-3-yl)(methyl)amino)-6-fluoro-3-oxa-9-azabicyclo[3.3.1]nonane-9-carboxylate ClC1=CC=C(N=N1)N([C@H]1[C@H]([C@@H]2COC[C@H](C1)N2C(=O)OC(C)(C)C)F)C |r|